C(C)(C)[Si]1(O[Si](OC[C@@H]2[C@@H](O1)[C@H]([C@H](O2)CCCO)OC)(C(C)C)C(C)C)C(C)C 3-((6aR,8R,9S,9aR)-2,2,4,4-tetraisopropyl-9-methoxytetrahydro-6H-furo[3,2-f][1,3,5,2,4]trioxadisilocin-8-yl)propan-1-ol